N1C=C(C2=CC=CC=C12)C=NNC1=C2N=CN(C2=NC(=N1)N1CCOCC1)C1=CC=NC=C1 4-(6-(2-((1H-indol-3-yl)methylene)hydrazinyl)-9-(pyridin-4-yl)-9H-Purin-2-yl)morpholine